4-(dodecanoyloxy)butanoic acid C(CCCCCCCCCCC)(=O)OCCCC(=O)O